C(#N)\C(=C/C1=C(N(C(=C1)C)C1=C(N=C(S1)C)C(=O)OCC)C)\C1=NC2=C(C=NC(=C2)OC)N1 (E)-ethyl 5-(3-(2-cyano-2-(6-methoxy-3H-imidazo[4,5-c]pyridine-2-yl)vinyl)-2,5-dimethyl-1H-pyrrol-1-yl)-2-methylthiazole-4-carboxylate